ClC1=CC=C(C(=N1)C(=O)NS(=O)(=O)C)N[C@H](C)C=1C=C(C=C2C(N(C(=NC12)N1CCC2(CCOCC2)CC1)C)=O)C (R)-6-chloro-3-((1-(3,6-dimethyl-4-oxo-2-(3-oxa-9-azaspiro[5.5]undecan-9-yl)-3,4-dihydroquinazolin-8-yl)ethyl)amino)-N-(methylsulfonyl)picolinamide